(3R,4R)-3-Methoxytetrahydro-2H-pyran CO[C@H]1COCCC1